3-amino-4-methyl-5-phenylthiophene-2-carboxylic acid methyl ester COC(=O)C=1SC(=C(C1N)C)C1=CC=CC=C1